BrC=1C(=CC(=NC1)N1C[C@H](CC1)S(=O)(=O)C)F (S)-5-bromo-4-fluoro-2-(3-(methylsulfonyl)pyrrolidin-1-yl)pyridine